4-[(6-Chloro-2-pyridyl)oxymethyl]-3-[(E)-2-ethoxyvinyl]benzonitrile ClC1=CC=CC(=N1)OCC1=C(C=C(C#N)C=C1)\C=C\OCC